4-[[2-[6-(3-cyclopropyl-1,2,4-triazol-1-yl)-2-azaspiro[3.3]heptane-2-carbonyl]-2-azaspiro[3.3]heptan-6-yl]oxy]-3-fluoro-benzonitrile C1(CC1)C1=NN(C=N1)C1CC2(CN(C2)C(=O)N2CC3(C2)CC(C3)OC3=C(C=C(C#N)C=C3)F)C1